[Si](C)(C)(C(C)(C)C)N=S(=O)(C)NC=1C(=C(C=CC1)CC=1C(OC2=CC(=CC=C2C1C)OC1=NC=CC=C1F)=O)F 3-[[3-[[N-[tert-butyl(dimethyl)silyl]-S-methyl-sulfonimidoyl]amino]-2-fluoro-phenyl]methyl]-7-[(3-fluoro-2-pyridyl)oxy]-4-methyl-chromen-2-one